[B+3].[B+3].C(C(=O)C)(=O)[O-].C(C(=O)C)(=O)[O-] dipyruvate diboron